2-(4-hydroxypiperidin-4-yl)ethan-1-one OC1(CCNCC1)CC=O